ClC=1C=C(C=CC1Cl)NC(N(C)C)=O 3-(3,4'-dichlorophenyl)-1,1-dimethylurea